2-chloro-N-(2,4-dimethyl-1-phenylpentan-2-yl)acetamide ClCC(=O)NC(CC1=CC=CC=C1)(CC(C)C)C